FC(C(=O)O)(F)F.FC(C(=O)O)(F)F.N[C@@H](C(=O)NC1CC(CC1)NC(C1=C(C=C(C=C1)NC=1C=2N(C=CN1)C(=CN2)C2=C(C(=C(C=C2)OC)F)F)CC)=O)CCCNC(=N)N rac-N-(3-((R)-2-amino-5-guanidinopentanamido)cyclopentyl)-4-((3-(2,3-difluoro-4-methoxyphenyl)imidazo[1,2-a]pyrazin-8-yl)amino)-2-ethylbenzamide bis(2,2,2-trifluoroacetate)